S1C=NC2=C1C=C(C=C2)S(=O)(=O)N2N=C1C(=C2)CN(C1)C([C@@H](C1=C(C=CC=C1)Cl)NC=O)=O N-[(1R)-2-[2-(1,3-benzothiazole-6-sulfonyl)-2H,4H,5H,6H-pyrrolo[3,4-c]pyrazol-5-yl]-1-(2-chlorophenyl)-2-oxoethyl]formamide